FC1(C2(CCN(CC12)C(=O)C1=CN(C2=C1C(N(C=C2C)C)=O)C)C2=CC=CC=C2)F 3-((7,7-difluoro-6-phenyl-3-azabicyclo[4.1.0]hept-3-yl)carbonyl)-1,5,7-trimethyl-1,5-dihydro-4H-pyrrolo[3,2-c]pyridin-4-one